C(CC)[SiH2]NC1=NC(=NC(=N1)N)N propylsilyl-melamine